CC=1SC=CC1C1=CC(=NN1)C1=C(C2=CC=CC=C2C=C1)O 2-(5-(2-methylthiophen-3-yl)-1H-pyrazol-3-yl)naphthalen-1-ol